ClC=1C(=C(C(=CC1)N1N=NC(=C1)C(F)(F)F)C1=CC(N2[C@@H](CCC2C1)C(=O)OCC=O)=O)F 2-oxoethyl (3S)-7-(3-chloro-2-fluoro-6-(4-(trifluoromethyl)-1H-1,2,3-triazol-1-yl) phenyl)-5-oxo-1,2,3,5,8,8a-hexahydroindolizine-3-carboxylate